C1(=CC=CC=C1)P(C(C1=C(C=C(C=C1C)C)C)=O)C(C1=C(C=C(C=C1C)C)C)=O phenyl-bis(2,4,6-trimethyl-benzoyl)phosphine